(1-(2-((2-(1-(cyclopropylsulfonyl)-1H-pyrazol-4-yl)pyrimidin-4-yl)amino)-5-ethynylpyridin-4-yl)-4-methylpiperidin-4-yl)methanol C1(CC1)S(=O)(=O)N1N=CC(=C1)C1=NC=CC(=N1)NC1=NC=C(C(=C1)N1CCC(CC1)(C)CO)C#C